C1(CC1)C([C@@H](C(=O)NC=1C(=NN(C1)C(CO)C=1N(N=NC1)CC(F)(F)F)F)NC(=O)C=1N(N=CC1)C(C)C)C1CC1 N-[(1s)-1-(dicyclopropylmethyl)-2-[[3-fluoro-1-[2-hydroxy-1-[3-(2,2,2-trifluoroethyl)triazol-4-yl]ethyl]pyrazol-4-yl]amino]-2-oxo-ethyl]-2-isopropyl-pyrazole-3-carboxamide